ClC1=C(C=CC=C1)C1OC(=C(C1=O)OC(C)=O)N 2-(2-chlorophenyl)-4-(acetoxy)-5-amino-3(2H)-furanone